(1R,2R)-2-((4-(4-((1R,2S)-6-(benzyloxy)-2-phenyl-1,2,3,4-tetrahydronaphthalen-1-yl)phenyl)piperazine-1-yl)methyl)cyclohexane-1-carbaldehyde C(C1=CC=CC=C1)OC=1C=C2CC[C@@H]([C@@H](C2=CC1)C1=CC=C(C=C1)N1CCN(CC1)C[C@H]1[C@@H](CCCC1)C=O)C1=CC=CC=C1